C(CCCCCCCCCCCCCCCCCCCCC)O docosanyl alcohol